tert-butyl N-tert-butoxycarbonyl-N-((trans-2-(3-cyclopropyl-4-(5-fluoro-6-methyl-2-pyridyl)pyrazol-1-yl)cyclopropyl)methyl)carbamate C(C)(C)(C)OC(=O)N(C(OC(C)(C)C)=O)C[C@H]1[C@@H](C1)N1N=C(C(=C1)C1=NC(=C(C=C1)F)C)C1CC1